N-((3R,5S)-1-cyano-5-(methoxymethyl)pyrrolidine-3-yl)-5-(3-cyanophenyl)-1,3,4-oxadiazole-2-carboxamide C(#N)N1C[C@@H](C[C@H]1COC)NC(=O)C=1OC(=NN1)C1=CC(=CC=C1)C#N